N1CCC(CC1)C=1C=C2C=3C=CC=CC3NC2=CC1 6-(piperidin-4-yl)-9H-carbazol